FC(C(=O)NC=1C(=NC=CC1)C#CC1=C(C=NC=C1OC)F)(F)F 2,2,2-trifluoro-N-{2-[(3-fluoro-5-methoxypyridin-4-yl)ethynyl]pyridin-3-yl}acetamide